(R)-N-(1-(4-bromo-2-(morpholine-4-carbonyl)-6-(trifluoromethyl)phenyl)pyrrolidin-3-yl)-8-fluoro-2-oxo-1,2-dihydroquinoline-4-carboxamide BrC1=CC(=C(C(=C1)C(F)(F)F)N1C[C@@H](CC1)NC(=O)C1=CC(NC2=C(C=CC=C12)F)=O)C(=O)N1CCOCC1